OC12OC3=C(C1(C(C1=CC=CC=C12)=O)NC(=S)N)C=CC(=C3)C(C)C 1-(4b-hydroxy-7-isopropyl-10-oxo-4b,10-dihydro-9bH-indeno[1,2-b]benzofuran-9b-yl)thiourea